2-methyl-1-(4-(2-(5-methylfuran-2-yl)quinolin-4-carbonyl)piperazin-1-yl)propan-1-one CC(C(=O)N1CCN(CC1)C(=O)C1=CC(=NC2=CC=CC=C12)C=1OC(=CC1)C)C